C(C=C)C1=C2C(=CN=CC2=CC=C1)N1C(N=C(N(C1=O)CC1=C(C=C(C(=C1)F)F)F)N1[C@@H]([C@H]2C([C@H]2C1)(C)C)C(=O)O)=O (1R,2S,5S)-3-(5-(5-allylisoquinolin-4-yl)-4,6-dioxo-1-(2,4,5-trifluorobenzyl)-1,4,5,6-tetrahydro-1,3,5-triazin-2-yl)-6,6-dimethyl-3-azabicyclo[3.1.0]hexane-2-carboxylic acid